1-[2-(1,3-dioxo-2,3-dihydro-1H-isoindol-2-yl)ethyl]-4-oxo-1,4-dihydroquinoline-3-carbaldehyde O=C1N(C(C2=CC=CC=C12)=O)CCN1C=C(C(C2=CC=CC=C12)=O)C=O